(1R,3S)-3-(5-amino-1-(tert-butyl)-1H-pyrazol-3-yl)cyclopentylcarbamic acid tert-butyl ester C(C)(C)(C)OC(N[C@H]1C[C@H](CC1)C1=NN(C(=C1)N)C(C)(C)C)=O